N1=CC=C(C=C1)C1=NC2=CN=CC=C2C=C1 2-(pyridin-4-yl)-1,7-naphthyridine